CC1=CC=C(C=C1)[C@H](C)NC(=O)C1(CCOCC1)N1C[C@@H](CC1)OC1=CC(=CC=C1)C(F)(F)F N-((S)-1-(4-Methylphenyl)ethyl)-4-((R)-3-(3-(trifluoromethyl)phenoxy)pyrrolidin-1-yl)tetrahydro-2H-pyran-4-carboxamide